BrC1(CN=CC=C1)[C@@H](CCC(=C)C)N (R)-1-(3-Bromopyridin-3-yl)-4-methylpent-4-en-1-amine